ClC1=CC=C2C(=C(N(C2=C1C1=C2N(N=C1CNC)CCC2)C)C(=O)OC)CCCO Methyl 6-chloro-3-(3-hydroxypropyl)-1-methyl-7-(2-((methylamino)methyl)-5,6-dihydro-4H-pyrrolo[1,2-b]pyrazol-3-yl)-1H-indole-2-carboxylate